2,3,5,6-tetrafluorophenyl-6-[18F]-fluoronicotinate FC1=C(C(=C(C=C1F)F)F)OC(C1=CN=C(C=C1)[18F])=O